phenyl-(1-hydroxyisopropyl)ketone C1(=CC=CC=C1)C(=O)C(C)(C)O